3-iodo-2-(tetrahydro-pyran-4-yloxy)-pyridine IC=1C(=NC=CC1)OC1CCOCC1